OC=1C=C(C=CC1O)/C=C/C(=O)OCC1=CC=C(C=C1)OC(\C=C\C1=CC(=C(C=C1)O)O)=O 4-(((E)-3-(3,4-dihydroxyphenyl)Acryloyl)Oxy)benzyl (E)-3-(3,4-dihydroxyphenyl)acrylate